ClC=1C=CC(=C(C1)C1=CC(NC=C1OC([2H])([2H])[2H])=O)N1N=NN=C1 4-(5-chloro-2-(1H-tetrazol-1-yl)phenyl)-5-(methoxy-d3)pyridin-2(1H)-one